4-(5-(1H-pyrrolo[2,3-b]pyridin-3-yl)phenyl)pyrrolidin-2-one N1C=C(C=2C1=NC=CC2)C=2C=CC=C(C2)C2CC(NC2)=O